2-((1r,2r)-1-cyano-2-fluorocyclopropyl)-3-fluoro-4-(trifluoromethyl)benzoic acid methyl ester COC(C1=C(C(=C(C=C1)C(F)(F)F)F)[C@@]1([C@@H](C1)F)C#N)=O